methyl(3-(4-(5-((4-((4-(acetamidomethyl)piperidin-1-yl)methyl)-6-(3,5-dichlorophenyl)pyridin-2-yl)oxy)pyridin-2-yl)piperazin-1-yl)propanoyl)carbamate COC(NC(CCN1CCN(CC1)C1=NC=C(C=C1)OC1=NC(=CC(=C1)CN1CCC(CC1)CNC(C)=O)C1=CC(=CC(=C1)Cl)Cl)=O)=O